1-({3,4-difluoro-2-[(2-fluoro-4-iodophenyl)amino]phenyl}carbonyl)-3-[(4-methylpiperazin-1-yl)methyl]azetidin-3-ol FC=1C(=C(C=CC1F)C(=O)N1CC(C1)(O)CN1CCN(CC1)C)NC1=C(C=C(C=C1)I)F